(2S,4R)-1-[(2S)-2-(4-cyclopropyltriazol-1-yl)-3,3-dimethyl-butanoyl]-4-hydroxy-N-[1-[2-(trifluoromethyl)phenyl]cyclobutyl]pyrrolidine-2-carboxamide C1(CC1)C=1N=NN(C1)[C@H](C(=O)N1[C@@H](C[C@H](C1)O)C(=O)NC1(CCC1)C1=C(C=CC=C1)C(F)(F)F)C(C)(C)C